ClC=1C(=NC(=NC1)NC=1C=CC2=CN(N=C2C1)CC(C)(O)C)C=1C=NN(C1)S(=O)(=O)C1CC1 1-(6-((5-chloro-4-(1-(cyclopropanesulfonyl)-1H-pyrazol-4-yl)pyrimidin-2-yl)amino)-2H-indazol-2-yl)-2-methylpropan-2-ol